COC1=CC=2N(C=C1N=C(C1=CC=CC=C1)C1=CC=CC=C1)N=C(N2)C N-(7-methoxy-2-methyl-[1,2,4]triazolo[1,5-a]pyridin-6-yl)-1,1-diphenylmethanimine